(R)-2-(6-fluoro-4-((1-methylpiperidin-3-yl)amino)phthalazin-1-yl)-5-methylphenol FC=1C=C2C(=NN=C(C2=CC1)C1=C(C=C(C=C1)C)O)N[C@H]1CN(CCC1)C